4-(2-cyano-4-methyl-5-(2-methylprop-1-en-1-yl)phenyl)piperazine-1-carboxylic acid tert-butyl ester C(C)(C)(C)OC(=O)N1CCN(CC1)C1=C(C=C(C(=C1)C=C(C)C)C)C#N